(4-(7-(1-methyl-1H-pyrazol-4-yl)imidazo[1,2-c]pyrimidin-5-yl)phenyl)methylamine dihydrochloride Cl.Cl.CN1N=CC(=C1)C1=CC=2N(C(=N1)C1=CC=C(C=C1)CN)C=CN2